COC(C1=C(C(=C(C(=C1)B1OC(C(O1)(C)C)(C)C)Br)F)N)=O.OC=1C=C(C=CC1OC)C=1OC=C(N1)CCC(=O)C1=C(C=CC=C1)OCOC 3-[2-(3-hydroxy-4-methoxyphenyl)oxazol-4-yl]-1-(2-methoxymethoxyphenyl)propan-1-one methyl-2-amino-4-bromo-3-fluoro-5-(4,4,5,5-tetramethyl-1,3,2-dioxaborolan-2-yl)benzoate